phenyl-piperazine C1(=CC=CC=C1)N1CCNCC1